3-(6-(2-azaspiro[3.3]heptane-2-carbonyl)naphthalen-1-yl)-6-methyl-5,6-dihydro-7H-pyrrolo[3,4-b]pyridin-7-one C1N(CC12CCC2)C(=O)C=2C=C1C=CC=C(C1=CC2)C=2C=C1C(=NC2)C(N(C1)C)=O